phenyl di(2-ethylhexyl) phosphate P(=O)(OC1=CC=CC=C1)(OCC(CCCC)CC)OCC(CCCC)CC